C(#N)C1=CC(=C(C(=C1)C(C)C)CC(=O)NS(=O)(=N)C1=CC=C(C=C1)CN(C)C)CC 2-(4-cyano-2-ethyl-6-isopropylphenyl)-N-(4-((dimethylamino)methyl)phenyl-sulfonimidoyl)acetamide